Methyl 4-((4-((2-aminoethyl)carbamoyl)benzyl)thio)-4-oxobutanoate NCCNC(=O)C1=CC=C(CSC(CCC(=O)OC)=O)C=C1